ClC1=C(CNC(=O)[C@@]2(C=3C=CC=NC3[C@@H](CC2)O)F)C=CC(=C1)F (5R,8R)-N-(2-chloro-4-fluorobenzyl)-5-fluoro-8-hydroxy-5,6,7,8-tetrahydroquinoline-5-carboxamide